4,7,10,13,16-pentaoxa-nonadecanoic acid C(CCOCCOCCOCCOCCOCCC)(=O)O